silver(I) heptafluorobutyrate FC(C(C(C(=O)[O-])(F)F)(F)F)(F)F.[Ag+]